ClC1=CC2=C(S(CC(CN2C2=CC=CC=C2)C2CCCCC2)(=O)=O)C=C1C=1C=C(C(=C(C(=O)O)C1)F)F 5-(7-chloro-3-cyclohexyl-1,1-dioxido-5-phenyl-2,3,4,5-tetrahydrobenzo[b][1,4]thiazepin-8-yl)-2,3-difluorobenzoic acid